tert-butyl 3-bromo-1H-pyrrolo[2,3-b]pyridine-1-carboxylate BrC1=CN(C2=NC=CC=C21)C(=O)OC(C)(C)C